C(C)(C)(C)OC(NC1(COC1)C=O)=O (3-Formyl-oxetan-3-yl)carbamic acid tert-butyl ester